ethylamine phenyl-phosphate C1(=CC=CC=C1)OP(=O)(O)O.C(C)N